N-(pyridin-2-ylmethyl)-5-[4-(6-{2-[3-(trifluoromethoxy)phenyl]acetamido}pyridazin-3-yl)butyl]-1,3,4-thiadiazole-2-carboxamide N1=C(C=CC=C1)CNC(=O)C=1SC(=NN1)CCCCC=1N=NC(=CC1)NC(CC1=CC(=CC=C1)OC(F)(F)F)=O